2-(4-chlorobenzyl)-3-(1-(2-oxo-2H-chromen-8-yl)-1H-1,2,3-triazol-4-yl)picolinamide pyrrolo[1,2-b][1,2,4]triazole-2-carboxylate N=1C=2N(NC1C(=O)O)C=CC2.ClC2=CC=C(CC1(NC=CC=C1C=1N=NN(C1)C=1C=CC=C3C=CC(OC13)=O)C(=O)N)C=C2